CNC(=O)C1=NC=C(C=C1)N1CCN(C2(CC2)C1)CC=1C=NC=2C(=C(C(NC2C1)=O)C(F)(F)F)C N-methyl-5-(4-((8-methyl-6-oxo-7-(trifluoromethyl)-5,6-dihydro-1,5-naphthyridin-3-yl)methyl)-4,7-diazaspiro[2.5]oct-7-yl)pyridineamide